dimethylamine-d6 [2H]C([2H])([2H])NC([2H])([2H])[2H]